1-((1R,5S)-6,6-dimethylbicyclo[3.1.1]hept-2-en-2-yl)pent-4-en-1-ol acetylsinapate C(C)(=O)/C(/C(=O)OC(CCC=C)C=1[C@H]2C([C@@H](CC1)C2)(C)C)=C\C2=CC(OC)=C(O)C(OC)=C2